C(C)N1C2=C([C@H]([C@@H](C1=O)NC(C1=CC(=CC=C1)C(F)(F)F)=O)C=1C=C(CNC(OC(C)(C)C)=O)C=CC1)C=NN2C2=CC=CC=C2 |r| rac-tert-butyl (3-((4R,5S)-7-ethyl-6-oxo-1-phenyl-5-(3-(trifluoromethyl)benzamido)-4,5,6,7-tetrahydro-1H-pyrazolo[3,4-b]pyridin-4-yl)benzyl)carbamate